COC=1C=C(C=CC1OC)NC1=C(N=C2N1C=CN=C2)C2=CC(=C(C=C2)OC)OC N,2-bis(3,4-dimethoxy-phenyl)imidazo[1,2-a]pyrazin-3-amine